C(C)OC1CN(CO1)C(C1=CN=CC=C1)=O 5-ethoxy-3-nicotinoyl-oxazolidin